N-(5-(5-acetamido-1H-pyrazol-1-yl)-1,3,4-thiadiazol-2-yl)-4-(2-cyano-6-(difluoromethoxy)phenyl)-3-(2-methoxyethoxy)-2-oxo-2H-pyran-6-carboxamide C(C)(=O)NC1=CC=NN1C1=NN=C(S1)NC(=O)C1=CC(=C(C(O1)=O)OCCOC)C1=C(C=CC=C1OC(F)F)C#N